ClC=1C=C(C=CC1F)N(C(=O)C1CN=C(N1C1=NC(=CC(=C1)C(F)(F)F)C)NO)C N-(3-chloro-4-fluorophenyl)-2-(hydroxyamino)-N-methyl-1-(6-methyl-4-(trifluoromethyl)pyridin-2-yl)-4,5-dihydro-1H-imidazole-5-carboxamide